1-(3-Chlorophenyl)-1,1-difluoro-3-methylbutan-2-yl ((S)-1-oxo-1-(((S)-1-oxo-3-((S)-2-oxopyrrolidin-3-yl)propan-2-yl)amino)-3-phenylpropan-2-yl)carbamate O=C([C@H](CC1=CC=CC=C1)NC(OC(C(F)(F)C1=CC(=CC=C1)Cl)C(C)C)=O)N[C@H](C=O)C[C@H]1C(NCC1)=O